7-((5-(4-hydroxypiperidin-1-yl)pyridin-2-yl)amino)-4-(imidazo[1,2-a]pyrazin-5-yl)-1-oxo-1,3-dihydro-2H-pyrrolo[3,4-c]pyridine-2-carboxylic acid tert-butyl ester C(C)(C)(C)OC(=O)N1CC=2C(=NC=C(C2C1=O)NC1=NC=C(C=C1)N1CCC(CC1)O)C1=CN=CC=2N1C=CN2